C(C)C1CC[C@H]2[C@H](N1C)CCC2 ethyl-(4aS,7aR)-1-methyloctahydro-4aH-cyclopenta[b]pyridine